(6-(Benzyloxy)-5-(methoxycarbonyl)-[1,2,4]triazolo[5,1-a]isoquinolin-10-yl)boronic acid C(C1=CC=CC=C1)OC1=C(N2C(C3=C(C=CC=C13)B(O)O)=NC=N2)C(=O)OC